3-fluoro-2-methyl-4-(4,4,5,5-tetramethyl-1,3,2-dioxaborolan-2-yl)indazole FC=1N(N=C2C=CC=C(C12)B1OC(C(O1)(C)C)(C)C)C